(8R,9aS)-8-(2,3-dichloro-6-methoxyphenyl)-octahydropyrido[1,2-a]pyrazin-4-one ClC1=C(C(=CC=C1Cl)OC)[C@H]1C[C@@H]2N(C(CNC2)=O)CC1